1,1-dipropenyl-2-methoxyethane C(=CC)C(COC)C=CC